ClC1=CC=C(C2=C1C=C(O2)F)COC2=C(C=CC=C2F)C2C[C@@H](NCC2)C (2S)-4-(2-((4-chloro-2-fluorobenzofuran-7-yl)methoxy)-3-fluorophenyl)-2-methylpiperidine